FC(C1=CC2=C(CC(O2)C=2C=C(C#N)C=CC2)C=C1)(F)F 3-(6-(trifluoromethyl)-2,3-dihydrobenzofuran-2-yl)benzonitrile